1-[6-[[4-(3-isopropylpyrazolo[1,5-a]pyridin-5-yl)pyrimidin-2-yl]amino]-3-pyridyl]-4-(methylamino)piperidin-2-one C(C)(C)C=1C=NN2C1C=C(C=C2)C2=NC(=NC=C2)NC2=CC=C(C=N2)N2C(CC(CC2)NC)=O